3-(3-methyl-1-bicyclo[1.1.1]pentyl)isoxazol-5-amine CC12CC(C1)(C2)C2=NOC(=C2)N